Cl.S1C(=CC2=C1CNC2)C(=O)N 5,6-dihydro-4H-thieno[2,3-c]pyrrole-2-formamide hydrochloride